1-(9Z,12Z,15Z-octadecatrienoyl)-2-(8Z,11Z,14Z-eicosatrienoyl)-glycero-3-phosphocholine CCCCC/C=C\C/C=C\C/C=C\CCCCCCC(=O)O[C@H](COC(=O)CCCCCCC/C=C\C/C=C\C/C=C\CC)COP(=O)([O-])OCC[N+](C)(C)C